(4-chloro-3-methoxynaphthalen-2-yl)boric acid ClC1=C(C(=CC2=CC=CC=C12)OB(O)O)OC